trimethylolpropane tris[3-(1-aziridinyl) butyrate] N1(CC1)C(CC(=O)O)C.N1(CC1)C(CC(=O)O)C.N1(CC1)C(CC(=O)O)C.C(O)C(CC)(CO)CO